ClC=1C=CC(=C2C=C(N(C12)CCNC1=CC=NC=N1)C)OC 6-[2-(7-chloro-4-methoxy-2-methyl-indol-1-yl)-ethylamino]-pyrimidin